CC1=C(C=CC=C1C1=CC=C2C=C(NC2=C1)CCN1CCOCC1)NC=1N=CC=C2C=C(C=NC12)CN1C(CCCC1)CC(=O)O 1-((8-((2-methyl-3-(2-(2-morpholinoethyl)-1H-indol-6-yl)phenyl)amino)-1,7-naphthyridin-3-yl)methyl)piperidine-2-acetic acid